ClC=1C=C(C=CC1Cl)C=1N=C(SC1CC(C)C)NCC(C(=O)O)CC=1C=NC(=NC1)O 3-(4-(3,4-dichlorophenyl)-5-isobutylthiazol-2-ylamino)-2-((2-hydroxypyrimidin-5-yl)methyl)propionic acid